(2S,5R)-5-((6-chloro-1-((2-(trimethylsilyl)ethoxy)methyl)-1H-pyrazolo[3,4-d]pyrimidin-4-yl)amino)-2-methylpiperidine-1-carboxylic acid benzyl ester C(C1=CC=CC=C1)OC(=O)N1[C@H](CC[C@H](C1)NC1=C2C(=NC(=N1)Cl)N(N=C2)COCC[Si](C)(C)C)C